C(C1=CC=CC=C1)OCCOCCOCCOC=1C=C(C(=O)O)C=C(C1OCCOCCOCCOCC1=CC=CC=C1)OCCOCCOCCOC 3,4-Bis(2-(2-(2-(benzyloxy)ethoxy)ethoxy)ethoxy)-5-(2-(2-(2-methoxyethoxy)ethoxy)ethoxy)benzoic acid